((4-(6-(4-chlorophenyl)-2-(isothiazol-4-yl)pyrimidin-4-yl)piperazin-1-yl)sulfonyl)ethanol ClC1=CC=C(C=C1)C1=CC(=NC(=N1)C=1C=NSC1)N1CCN(CC1)S(=O)(=O)C(C)O